methyl 1-(2-methyl-4-(4,4,5,5-tetramethyl-1,3,2-dioxaborolan-2-yl) benzyl)-1H-benzo[d]imidazole-5-carboxylate CC1=C(CN2C=NC3=C2C=CC(=C3)C(=O)OC)C=CC(=C1)B1OC(C(O1)(C)C)(C)C